BrC1=CC2=C(NC3=C(S2)C=CC=C3)N=C1 3-bromo-10H-benzo[b]pyrido[2,3-e][1,4]thiazine